ClC1=CC(=C(C=C1)C1(OC2=C(O1)C=CC=C2C2CCN(CC2)CC=2N(C(=CN2)C=CC(=O)O)CCOCC(F)(F)F)C)F 3-(2-((4-(2-(4-chloro-2-fluorophenyl)-2-methylbenzo[d][1,3]dioxol-4-yl)piperidin-1-yl)methyl)-1-(2-(2,2,2-trifluoroethoxy)ethyl)-1H-imidazol-5-yl)acrylic acid